BrC=1C(=NC=C(C1)OC(F)F)C=O 3-bromo-5-(difluoromethoxy)pyridinecarboxaldehyde